N-((1r,4r)-4-(3-chloro-4-cyanophenoxy)cyclohexyl)-6-(4-(4-(4-(2,6-dioxopiperidin-3-yl)benzyl)piperazin-1-yl)piperidin-1-yl)pyridazine-3-carboxamide ClC=1C=C(OC2CCC(CC2)NC(=O)C=2N=NC(=CC2)N2CCC(CC2)N2CCN(CC2)CC2=CC=C(C=C2)C2C(NC(CC2)=O)=O)C=CC1C#N